FC1=CC=C(C=C1)CC=1C(=NC=CC1C1CNCC1)NCC1=CC=C(C=C1)OCC(C)C 3-[(4-fluorophenyl)methyl]-N-[[4-(2-methylpropyloxy)phenyl]methyl]-4-(pyrrolidin-3-yl)pyridin-2-amine